NCC=1C=C(C=CC1)C=1C=C(C2=C(C(=CO2)COC2=C(C=CC=C2)CC(=O)OCC)C1)CN1[C@@H](CCC1)C(F)(F)F (S)-ethyl 2-(2-((5-(3-(aminomethyl)phenyl)-7-((2-(trifluoromethyl)pyrrolidin-1-yl)methyl)benzofuran-3-yl)methoxy)phenyl)acetate